ClC=1C2=C(C(N(C1)C1CC1)=O)C(=C(N2)C2=CC(=NC=C2)NC([C@H](CC(F)F)C2=CC=C(C=C2)F)=O)C2=CC=C(C=C2)F |r| (2RS)-N-{4-[7-Chloro-5-cyclopropyl-3-(4-fluorophenyl)-4-oxo-4,5-dihydro-1H-pyrrolo[3,2-c]pyridin-2-yl]pyridin-2-yl}-4,4-difluoro-2-(4-fluorophenyl)butanamid